C(CCCCCC(C)(C)C)(=O)[O-].C(CCCCCC(C)(C)C)(=O)[O-].[Zn+2] Zinc bis-neodecanoate